C1(CC1)/C=C/C(=O)C=1C=NC=CC1 (E)-3-cyclopropyl-1-(pyridin-3-yl)-2-propen-1-one